6-(3-Thienyl)pyridine-2-carboxaldehyde S1C=C(C=C1)C1=CC=CC(=N1)C=O